C1(=CC=CC2=CC3=CC=CC=C3C=C12)C(=O)Cl anthraceneoyl chloride